3-(4-((8aS)-4-(1H-Pyrazol-4-yl)hexahydropyrrolo[1,2-a]pyrazin-2(1H)-yl)pyrimidin-2-yl)-6-(trifluoromethyl)imidazo[1,2-a]pyrazine N1N=CC(=C1)C1CN(C[C@H]2N1CCC2)C2=NC(=NC=C2)C2=CN=C1N2C=C(N=C1)C(F)(F)F